C(C)OC(C1=CC(=C(C=C1)N(C1=CC=CC=C1)C)[N+]#[C-])=O 3-isocyano-4-(methyl-(phenyl)amino)benzoic acid ethyl ester